3-(2-hydroxypropan-2-yl)-pyridin-2(1H)-one OC(C)(C)C=1C(NC=CC1)=O